N-(3,5-dimethyl-4-((2'-oxospiro[cyclopropane-1,3'-indolin]-5'-yl)methyl)phenyl)-2,2,2-trifluoroacetamide CC=1C=C(C=C(C1CC=1C=C2C3(C(NC2=CC1)=O)CC3)C)NC(C(F)(F)F)=O